NC=1C(=C(C2=C(N=C(O2)C2=CC=C(C=C2)C)C1)Cl)C(C)(C)O 2-(5-amino-7-chloro-2-(p-tolyl)benzooxazol-6-yl)propan-2-ol